3-{3-[cyclobutyl(4-fluorophenyl)methoxy]-4-(difluoromethanesulfonamido)phenyl}-5-[(pyrazin-2-yl)amino]-1-{[2-(trimethylsilyl)ethoxy]methyl}-1H-pyrazole-4-carboxamide C1(CCC1)C(OC=1C=C(C=CC1NS(=O)(=O)C(F)F)C1=NN(C(=C1C(=O)N)NC1=NC=CN=C1)COCC[Si](C)(C)C)C1=CC=C(C=C1)F